1-cyano-5-hydroxy-3-oxatricyclo[4.2.1.04,8]Nonan-2-one C(#N)C12C(OC3C(C(CC31)C2)O)=O